C(C)C1=C(C=2C=C3C(=C(C(=CC=4[C@H]([C@@H](C(=C(C5=C(C(=C(N5)C=C1N2)C)C(=O)O)CC(=O)OC)N4)CCC(=O)OC)C)N3)C)C=C)C (7S,8S)-18-ethyl-5-(2-methoxy-2-oxoethyl)-7-(3-methoxy-3-oxopropyl)-2,8,12,17-tetramethyl-13-vinyl-7H,8H-porphyrin-3-carboxylic acid